OC(CN1C(NC(C=2N(C(=NC12)C1=CC(=C(C=C1)OC1=CC=C(C=C1)OC(F)(F)F)OC)C)=O)=O)C 3-(2-hydroxypropyl)-8-(3-methoxy-4-(4-(trifluoromethoxy)phenoxy)phenyl)-7-methyl-3,7-dihydro-1H-purine-2,6-dione